N[C@H]1CN(C[C@@H](C1)F)C(=O)C1=CC2=C(C(=C(O2)C=2N(C3=C(C=CC=C3C2)OCC2COC2)CC2CC2)CCO)C(=C1)OC ((3R,5R)-3-amino-5-fluoropiperidin-1-yl)(2-(1-(cyclopropylmethyl)-7-(oxetan-3-ylmethoxy)-1H-indol-2-yl)-3-(2-hydroxyethyl)-4-methoxybenzofuran-6-yl)methanone